CN1CCC(CC1)OC=1C=CC(=NC1)N1CN=C(C(=C1)F)C=1C=C2C3(C(=NC2=C(C1)F)C)CCCC3 N-(5-((1-methylpiperidin-4-yl)oxy)-pyridin-2-yl)-5-fluoro-4-(7'-fluoro-2'-methylspiro[cyclopentane-1,3'-indole]-5'-yl)pyrimidine